FC1=C(C=C(C2=CC=CC=C12)C1=C(C(=NC=2[C@H]3[C@@H](CCC12)C3)N3CC1(CN(C1)C(C=C)=O)CC3)C#N)O (M)-(6aS,7aR)-4-(4-fluoro-3-hydroxy-1-naphthalenyl)-2-(2-(2-propenoyl)-2,6-diazaspiro[3.4]octan-6-yl)-6,6a,7,7a-tetrahydro-5H-cyclopropa[h]quinoline-3-carbonitrile